Cl.Cl.N[C@H](C(O)C1=C(C2=NC(=CC(=C2S1)NCC=1OC=CC1)Cl)Br)C (2S)-2-amino-1-(3-bromo-5-chloro-7-([(furan-2-yl)methyl]amino)thieno[3,2-b]pyridin-2-yl)propan-1-ol dihydrochloride